C(C)(C)(C)OC(=O)N1CCC(CC1)CC1=CC2=C(N=C(N2)C(NC(=O)C=2C(=NOC2)C)C2CCCCCCC2)C(=C1)F 4-[(2-{cyclooctyl-[(3-methylisoxazole-4-carbonyl)amino]methyl}-7-fluoro-3H-benzimidazol-5-yl)methyl]piperidine-1-carboxylic acid tert-butyl ester